tert-Butyl 4-amino-4-methyl-piperidin-1-carboxylate NC1(CCN(CC1)C(=O)OC(C)(C)C)C